5-{[4-(Aminomethyl)-2-methoxyphenyl]methyl}-N4-butoxy-5H-pyrrolo[3,2-d]pyrimidine-2,4-diamine NCC1=CC(=C(C=C1)CN1C=CC=2N=C(N=C(C21)NOCCCC)N)OC